(2R,3R,4R,5R)-2-(acetoxymethyl)-5-(4,6-dichloro-1H-benzo[d][1,2,3]triazole-1-yl)tetrahydrofuran-3,4-diacetic acid C(C)(=O)OC[C@@H]1O[C@H]([C@@H]([C@H]1CC(=O)O)CC(=O)O)N1N=NC2=C1C=C(C=C2Cl)Cl